4-{(1R,2R)-2-[3-(5-fluoropyridin-3-yl)-1,2,4-oxadiazol-5-yl]cyclopropyl}benzenesulfonamide FC=1C=C(C=NC1)C1=NOC(=N1)[C@H]1[C@@H](C1)C1=CC=C(C=C1)S(=O)(=O)N